ClC1=C(C=C(C(=C1)F)C=1C2=C(N=CN1)C=C(S2)N2CCOCC2)C(O)C2=NC=CN=C2C [2-Chloro-4-fluoro-5-(6-morpholin-4-ylthieno[3,2-d]pyrimidin-4-yl)phenyl]-(3-methylpyrazin-2-yl)methanol